2-(7-fluoro-1-(2-methoxyethyl)-2-oxo-1,2-dihydroquinolin-8-yl)acetaldehyde FC1=CC=C2C=CC(N(C2=C1CC=O)CCOC)=O